(6S,8R)-6-(4-bromo-2-methoxyphenyl)-7-(2-fluoro-3-methoxy-2-methylpropyl)-8-methyl-3-(tetrahydro-2H-pyran-2-yl)-6,7,8,9-tetrahydro-3H-pyrazolo[4,3-f]isoquinoline BrC1=CC(=C(C=C1)[C@H]1N([C@@H](CC2=C3C(=CC=C12)N(N=C3)C3OCCCC3)C)CC(COC)(C)F)OC